N[C@H](C(=O)O)CC1=CNC2=CC(=CC=C12)O (S)-2-amino-3-(6-hydroxy-1H-indol-3-yl)propanoic acid